S1C=NC=2C=CC=CC21 thiazolobenzene